BrC1=CC=C(/C(/NC2=CC=CC=C2)=N\O)C=C1 (E)-4-bromo-N'-hydroxy-N-phenylbenzimidamide